(sulfosuccinimidyl-(2-pyridyldithio)-propanamido) hexanoate C(CCCCC)(=O)ONC(CC(SSC1=NC=CC=C1)(N1C(CCC1=O)=O)S(=O)(=O)O)=O